t-butyl (4-((R/S)-1-(((R)-tert-butylsulfinyl)amino)ethyl)-6-(trifluoromethyl)pyridin-2-yl)carbamate C(C)(C)(C)[S@@](=O)N[C@H](C)C1=CC(=NC(=C1)C(F)(F)F)NC(OC(C)(C)C)=O |&1:7|